The molecule is an organic cation obtained by protonation of the amino group of alpha-D-kanosamine. It is an organic cation and a primary ammonium ion. It is a conjugate acid of an alpha-D-kanosamine. C([C@@H]1[C@H]([C@@H]([C@H]([C@H](O1)O)O)[NH3+])O)O